3-[3-[4-[3-[3-amino-6-(2-hydroxyphenyl)pyridazin-4-yl]-3,8-diazabicyclo[3.2.1]octan-8-yl]-2-pyridyl]prop-2-ynyl]-3-azabicyclo[3.1.1]heptan-6-ol NC=1N=NC(=CC1N1CC2CCC(C1)N2C2=CC(=NC=C2)C#CCN2CC1C(C(C2)C1)O)C1=C(C=CC=C1)O